ClC=1C=CC2=C(NC(=N2)C(=O)NC2CCN(CC2)CC(COC2=CC(=C(C=C2)Cl)F)O)C1 6-chloro-N-(1-(3-(4-chloro-3-fluorophenoxy)-2-hydroxypropyl)piperidin-4-yl)-1H-benzo[d]imidazole-2-carboxamide